C1(=CC=CC=C1)CCCCN1[C@H](CCC1)C(=O)O 1-(4-phenylbutyl)-D-proline